benzyl 3-oxoazetidine-1-carboxylate O=C1CN(C1)C(=O)OCC1=CC=CC=C1